C(C1=CC=CC=C1)C=1C=NC(=NC1)N1CCC(=CC1)C=1C=NN2C1C=CC(=C2)C=2C=NN(C2)C 3-[1-(5-benzylpyrimidin-2-yl)-1,2,3,6-tetrahydropyridin-4-yl]-6-(1-methyl-1H-pyrazol-4-yl)pyrazolo[1,5-a]pyridine